2-acetamido-6-methyl-N-(2-((6-(trifluoromethyl)quinolin-2-yl)oxy)ethyl)isonicotinamide C(C)(=O)NC=1C=C(C(=O)NCCOC2=NC3=CC=C(C=C3C=C2)C(F)(F)F)C=C(N1)C